N-acetylcytosine C(C)(=O)NC1=NC(NC=C1)=O